CN([C@@H](C(C)C)C(=O)OC(C)(C)C)C(=O)[C@@H]1CNCC1 tert-butyl N-methyl-N-((S)-pyrrolidine-3-carbonyl)-L-valinate